8-Chloro-1-methyl-6-phenyl-4H-s-triazolo[4,3-a][1,4]benzodiazepine ClC=1C=CC2=C(C(=NCC=3N2C(=NN3)C)C3=CC=CC=C3)C1